5-(3-(2,2-Difluoroethyl)-2-methyl-3H-imidazo[4,5-b]pyridin-5-yl)-N-((3R,4S)-3-fluoro-1-methylpiperidin-4-yl)pyrrolo[2,1-f][1,2,4]triazin-4-d-2-amine FC(CN1C(=NC=2C1=NC(=CC2)C=2C=CN1N=C(N=C(C12)[2H])N[C@@H]1[C@@H](CN(CC1)C)F)C)F